8-(cyclohept-1-en-1-yl)-9-(4-((1-(3-fluoropropyl)azetidin-3-yl)methyl)phenyl)-6,7-dihydro-5H-benzo[7]annulene-3-carboxylic acid C1(=CCCCCC1)C=1CCCC2=C(C1C1=CC=C(C=C1)CC1CN(C1)CCCF)C=CC(=C2)C(=O)O